(1R,2R)-2-fluoro-N-(5-(6-((R)-1-hydroxypropyl)-4-methylpyridin-3-yl)pyrazolo[5,1-a][2,6]naphthyridin-9-yl)cyclopropane-1-carboxamide F[C@H]1[C@H](C1)C(=O)NC1=NC=C2C=C(N3C(C2=C1)=CC=N3)C=3C=NC(=CC3C)[C@@H](CC)O